1-((3S,4R)-4-(3-((4-amino-7-methyl-5-(4-(pyridin-3-yloxy)phenyl)-7H-pyrrolo[2,3-d]pyrimidin-6-yl)ethynyl)azetidin-1-yl)-3-hydroxypiperidin-1-yl)prop-2-en-1-one NC=1C2=C(N=CN1)N(C(=C2C2=CC=C(C=C2)OC=2C=NC=CC2)C#CC2CN(C2)[C@H]2[C@H](CN(CC2)C(C=C)=O)O)C